C(=O)C1=C(OC=C1)OB(O)O (3-formyl-2-furyl)boric acid